C(C)(C)(CC(C)(C)C)NC(C=C)=O N-tertiary octylacrylamide